C[Si](CCOCN1N=CC2=NC=C(C=C21)OC2C=1C=CC(=CC1CCC2)C#N)(C)C 5-((1-((2-(Trimethylsilyl)ethoxy)methyl)-1H-pyrazolo[4,3-b]pyridin-6-yl)oxy)-5,6,7,8-tetrahydronaphthalene-2-carbonitrile